FC1=CC2=C(NC(=N2)C2=C(C=CC3=CC=CC=C23)CCCCC)C=C1 5-fluoro-2-(2-amyl-naphthyl)-1H-benzimidazole